O=C1OC[C@H]1NC(OC(C)(C)C)=O tert-butyl N-[(3R)-2-oxooxetan-3-yl]carbamate